di-tert-butyl 2,2'-((((1,2,4,5-tetrazine-3,6-diyl)bis(4,1-phenylene))bis(methylene))bis((2-fluoroethyl)azanediyl))diacetate N1=NC(=NN=C1C1=CC=C(C=C1)CN(CCF)CC(=O)OC(C)(C)C)C1=CC=C(C=C1)CN(CCF)CC(=O)OC(C)(C)C